C1CCC2=C(C=3CCCC3C=C12)NC(=O)NS(=O)(=O)\C=C\C(C)(C)N(C)C(C)C (E)-N-((1,2,3,5,6,7-hexahydro-s-indacen-4-yl)carbamoyl)-3-(isopropyl-(methyl)amino)-3-methylbut-1-ene-1-sulfonamide